(E)-ethyl 1-(hex-4-en-1-yl)-2-oxocyclopentane-1-carboxylate C(CC\C=C\C)C1(C(CCC1)=O)C(=O)OCC